(S)-2-((((9H-fluoren-9-yl)methoxy)carbonyl)amino)-3-((diphenyl(p-tolyl)methyl)amino)propanoic acid C1=CC=CC=2C3=CC=CC=C3C(C12)COC(=O)N[C@H](C(=O)O)CNC(C1=CC=C(C=C1)C)(C1=CC=CC=C1)C1=CC=CC=C1